(2R,3S,5R)-5-chloro-2-(((4-methylbenzoyl)oxy)methyl)tetrahydrofuran-3-yl 4-methylbenzoate CC1=CC=C(C(=O)O[C@@H]2[C@H](O[C@@H](C2)Cl)COC(C2=CC=C(C=C2)C)=O)C=C1